Cl.NCCCCOCCCCN 4-(4-amino-butoxyl)-butyl-amine HCl salt